COC(\C(=C(\OS(=O)(=O)C1=CC=C(C)C=C1)/C1CC1)\C)=O (E)-3-cyclopropyl-2-methyl-3-(tosyloxy)acrylic acid methyl ester